C(#N)C1=CC=C(OC(C(=O)NC2=CC=C(C=C2)C2=CC=C(C=C2)COC)(C)C)C=C1 2-(4-cyanophenoxy)-N-(4'-(methoxymethyl)-[1,1'-biphenyl]-4-yl)-2-methylpropanamide